O[13C](=O)CCCC[C@@H]1SC[C@@H]2NC(=O)N[C@H]12 biotin-13C